4-(8-Bromo-3-methylimidazo[1,5-a]quinoxalin-1-yl)morpholine BrC1=CC=C2N=CC=3N(C2=C1)C(=NC3C)N3CCOCC3